C(C1=CC=CC=C1)OC(=O)NC1CCN(CC1)CCOC1CCN(CC1)C(=O)OC(C)(C)C tert-butyl 4-[2-[4-(benzyloxycarbonylamino)-1-piperidyl]ethoxy]piperidine-1-carboxylate